SCC1=CC=C(C=C1)C1=CC=C(C=C1)CS 4,4'-bis(mercaptomethyl)biphenyl